17β-HYDROXYANDROST-4-EN-3-ONE O[C@@H]1[C@]2(C)[C@@H](CC1)[C@@H]1CCC3=CC(CC[C@]3(C)[C@H]1CC2)=O